ClC1=CC(=CC(=N1)N1CCN(CC1)S(=O)(=O)C1=CC=C(C=C1)N1C[C@@H](CC1=O)NC(OC(C)(C)C)=O)C(C1CCC(CC1)NC)(F)F Tert-butyl N-[(3R)-1-[4-[4-[6-chloro-4-[difluoro-[4-(methylamino)cyclohexyl]methyl]-2-pyridyl]piperazin-1-yl]sulfonylphenyl]-5-oxo-pyrrolidin-3-yl]carbamate